FC1=C(C=CC2=C1N(C=N2)CC2OCC2)C(=O)O 7-fluoro-1-(oxetan-2-ylmethyl)-1H-benzo[d]imidazole-6-carboxylic acid